C(C)(C)(C)OC(=O)N[C@@H](C(=O)OC)CC1=CC(=CC=C1)OCB1OC(C(O1)(C)C)(C)C methyl (2R)-2-[(tert-butoxycarbonyl)amino]-3-{3-[(4,4,5,5-tetramethyl-1,3,2-dioxaborolan-2-yl)methoxy]phenyl}propanoate